5-bromo-3-(3-methoxyphenyl)pyridin-2-amine BrC=1C=C(C(=NC1)N)C1=CC(=CC=C1)OC